CC1=CC=C(C=CC2=NC=C(N=C2)C=CC2=CC=C(C=C2)C)C=C1 2,5-bis(4-methylstyryl)pyrazine